S1C(=NC=C1)C1(CCN(CC1)C(=O)OC(C)(C)C)NS(=O)(=O)C1=CC=C(C=C1)OC(F)(F)F tert-butyl 4-thiazol-2-yl-4-[[4-(trifluoromethoxy)phenyl] sulfonylamino]piperidine-1-carboxylate